N'-(1,3-phenylenebis(methane-1-yl-1-ylidene))bis(N-phenylbenzene-1,4-diamine) C1(=CC(=CC=C1)C=NC1=CC=C(C=C1)NC1=CC=CC=C1)C=NC1=CC=C(C=C1)NC1=CC=CC=C1